C(C1=CC=CC=C1)N1CCC(CC1)COC=1C=C2C(=C(NC2=CC1)C1=CC(=C(C=C1)OC)OC)C(C)C 5-((1-benzylpiperidin-4-yl)methoxy)-2-(3,4-dimethoxyphenyl)-3-isopropyl-1H-indole